N1CC=NC=C1 1H-pyrazin